(2S,7S)-4-(tert-butoxycarbonyl)-7-methoxy-1,4-oxazocane-2-carboxylic acid C(C)(C)(C)OC(=O)N1C[C@H](OC[C@H](CC1)OC)C(=O)O